1,2-diphenyl-1,2-bis(4-hydroxyphenyl)ethylene C1(=CC=CC=C1)C(=C(C1=CC=C(C=C1)O)C1=CC=CC=C1)C1=CC=C(C=C1)O